2-(dichloromethyl)-6-ethylimidazo[1,2-a]pyrazine ClC(C=1N=C2N(C=C(N=C2)CC)C1)Cl